N-(6-(4-(2-(Cyclopropyl-amino)-2-oxoethyl)piperazin-1-yl)-2,2-dimethyl-2,3-dihydrobenzo-furan-5-yl)pyrazolo[1,5-a]pyrimidine-3-carboxamide C1(CC1)NC(CN1CCN(CC1)C1=CC2=C(CC(O2)(C)C)C=C1NC(=O)C=1C=NN2C1N=CC=C2)=O